1-[2-fluoro-5-(trifluoromethoxy)phenyl]-3,3-dimethyl-N-[(3S)-3-methyl-1,1-dioxo-thiazin-3-yl]-2-oxo-indoline-5-carboxamide FC1=C(C=C(C=C1)OC(F)(F)F)N1C(C(C2=CC(=CC=C12)C(=O)N[C@]1(NS(C=CC1)(=O)=O)C)(C)C)=O